tert-butyl (2S,4S)-4-(7-bromo-4-(3-(dimethylamino)-3-methylazetidin-1-yl)-6-fluoro-8-iodo-1H-imidazo[4,5-c]quinolin-1-yl)-2-(cyanomethyl)piperidine-1-carboxylate BrC=1C(=CC=2C3=C(C(=NC2C1F)N1CC(C1)(C)N(C)C)N=CN3[C@@H]3C[C@H](N(CC3)C(=O)OC(C)(C)C)CC#N)I